OB1OCC2=C1C(=C(C=C2)C(=O)N[C@@H](C(C)C)C(=O)O[C@@H](C)C2=CC=CC=C2)C (S)-1-phenylethyl (1-hydroxy-7-methyl-1,3-dihydrobenzo[c][1,2]oxaborole-6-carbonyl)-L-valinate